[(3aS,7aS)-3a-(3,4-dimethoxyphenyl)-1-methyl-3,4,5,7a-tetrahydro-2H-indol-6-yl] 3-methylbutanoate CC(CC(=O)OC=1CC[C@]2(CCN([C@H]2C1)C)C1=CC(=C(C=C1)OC)OC)C